3,7-difluoro-1H-indazole-6-carboxylic acid methyl ester COC(=O)C1=CC=C2C(=NNC2=C1F)F